C(C)(=O)O.OCCNC (2-hydroxyethyl)methylamine acetate